3-(1-(trifluoromethyl)-1,2,5,6-tetrahydropyridin-3-yl)-4-((2,2,3,3,4,4,5,5,6,6,6-undecafluorohexyl)oxy)-1,2,5-thiadiazole FC(N1CC(=CCC1)C1=NSN=C1OCC(C(C(C(C(F)(F)F)(F)F)(F)F)(F)F)(F)F)(F)F